(trifluoromethylphenyl)pent-4-enamide Butyl-3-Amino-1H-pyrazole-1-carboxylate C(CCC)OC(=O)N1N=C(C=C1)N.FC(F)(F)C1=C(C=CC=C1)C(C(=O)N)CC=C